C1(CC1)C1=C(C(=NO1)C1=C(C=CC=C1Cl)Cl)COC1C[C@H]2CC[C@@H](C1)N2C2=NN=C(O2)C=2C=CC(=C(C(=O)O)C2)F 5-((1R,3r,5S)-(3-((5-cyclopropyl-3-(2,6-dichlorophenyl)isoxazol-4-yl)methoxy)-8-azabicyclo[3.2.1]octan-8-yl)-1,3,4-oxadiazol-2-yl)-2-fluorobenzoic acid